FC1([C@@H](CC1)C(=O)NC=1C=CC(=NC1)C=1N=NN(C1NC(O[C@H](C)C=1C(=NC=CC1)Cl)=O)C)F (R)-1-(2-chloropyridin-3-yl)ethyl (4-(5-((S)-2,2-difluorocyclobutane-1-carboxamido)pyridin-2-yl)-1-methyl-1H-1,2,3-triazol-5-yl)carbamate